NC[C@@H]1CCOC2=C1C=CC(=C2)N(C2=CC=CC=C2)C (4R)-4-(aminomethyl)-N-methyl-N-phenyl-3,4-dihydro-2H-1-benzopyran-7-amine